5-chloro-3-(1,3-dioxoisoindolin-2-yl)-1-(oxetan-3-yl)-1H-pyrazolo[4,3-b]pyridine-7-carbaldehyde ClC1=CC(=C2C(=N1)C(=NN2C2COC2)N2C(C1=CC=CC=C1C2=O)=O)C=O